C(C1=CC=CC=C1)OC1=CC=C(C(=N1)O)C1=NN(C2=CC(=CC=C12)OC1CNCC1)C 6-(benzyloxy)-3-(1-methyl-6-(pyrrolidin-3-yloxy)-1H-indazol-3-yl)pyridin-2-ol